4-(4,4,5,5-tetramethyl-1,3-dioxolan-2-yl)-1H-pyrrolo[2,3-b]pyridine CC1(OC(OC1(C)C)C1=C2C(=NC=C1)NC=C2)C